1-(4-nitrophenyl)-azetidine [N+](=O)([O-])C1=CC=C(C=C1)N1CCC1